FC(C(=O)O)(F)F.NCC1=CC=CC(=N1)S(=O)(=O)N1C[C@H](C[C@@H](C1)C1=CC=CC=C1)C(=O)N1CCS(CC1)(=O)=O trans-(1-((6-(Aminomethyl)pyridin-2-yl)sulfonyl)-5-phenylpiperidin-3-yl)(1,1-dioxidothio-morpholino)methanone 2,2,2-trifluoroacetate